2-(trans-3,5-dimethylmorpholino)acetonitrile C[C@@H]1COC[C@H](N1CC#N)C